2-bromo-1-(2-(((tert-butyldimethylsilyl)oxy)methyl-d2)-3-fluoropyridin-4-yl)-ethan-1-one BrCC(=O)C1=C(C(=NC=C1)C([2H])([2H])O[Si](C)(C)C(C)(C)C)F